C(N)(=O)C=1C=C(C=CC1)NC(=O)OCCCCCOC(=O)NC1=CC(=CC=C1)C(N)=O 1,5-di[(3-carbamoylphenyl)aminocarbonyloxy]pentane